CN1N=C(C2=C(C1=O)NC(=C2)C(=O)N)C2=C(C=CC(=C2)NS(=O)(=O)C)OC2=CC=CC=C2 6-methyl-4-{5-[(methylsulfonyl)amino]-2-phenoxyphenyl}-7-oxo-6,7-dihydro-1H-pyrrolo[2,3-d]pyridazine-2-carboxamide